(E)-1,4-bis(3-cyanopropyl)-1,4-dimethyltetrazene C(#N)CCCN(\N=N\N(C)CCCC#N)C